7-[5-(1-ethyl-3-methyl-1H-pyrazol-5-yl)-4H-1,2,4-triazol-3-yl]-2-methyl-2H-benzotriazole-5-carboxamide C(C)N1N=C(C=C1C=1NC(=NN1)C1=CC(=CC=2C1=NN(N2)C)C(=O)N)C